CN(CC[C@@H](CC(=O)N[C@H]1C=C[C@@H](O[C@@H]1C(=O)O)N2C=CC(=NC2=O)N)N)C(=N)N The molecule is a blasticidin that is an antibiotic obtained from Streptomyces griseochromogene. It has a role as a fungicide, a bacterial metabolite, an antimicrobial agent and a protein synthesis inhibitor. It is an antibiotic antifungal agent and a blasticidin. It is a conjugate base of a blasticidin S(1+).